FC=1C=C(C=C(C1)F)[C@@H]1CC[C@H]2OC3(CN21)C(CN(CC3)C(=O)C=3N=C(SC3)CC#N)=O {4-[(5'S,7a'R)-5'-(3,5-difluorophenyl)-3-oxo-tetrahydro-1H,3'H-spiro[piperidine-4,2'-pyrrolo[2,1-b][1,3]-oxazole]-1-carbonyl]-1,3-thiazol-2-yl}-acetonitrile